NC(CC(=O)O)C(NC(C(OCCC)=O)CO)=O 3-Amino-3-[(3-hydroxy-1-oxo-1-propoxypropan-2-yl)carbamoyl]propanoic acid